ClC1=C(C(=CC(=C1)C(=O)OC)Cl)C(=O)OC dimethyl 2,6-dichlorobenzene-1,4-dicarboxylate